(1S,2R)-2-((S)-5-chloro-8-((7-fluorobenzo[d]isoxazol-3-yl)methoxy)-1-((2-oxopyrrolidin-1-yl)methyl)-1,2,3,4-tetrahydroisoquinoline-2-carbonyl)-1-methylcyclohexane-1-carboxylic acid ClC1=C2CCN([C@@H](C2=C(C=C1)OCC1=NOC2=C1C=CC=C2F)CN2C(CCC2)=O)C(=O)[C@H]2[C@](CCCC2)(C(=O)O)C